CN(C1=NC=CC(=C1)C1=CN2C(S1)=C(C=N2)C(=O)NC=2C(=NC=C(C(=O)O)C2)C)C 5-(2-(2-(dimethylamino)pyridin-4-yl)pyrazolo[5,1-b]thiazole-7-carboxamido)-6-methylnicotinic acid